1H-indazole-5-carbonyl azide N1N=CC2=CC(=CC=C12)C(=O)N=[N+]=[N-]